BrCC(=O)N[C@@H]1CC[C@H](CC1)NC1=NC=C(C(=N1)C1=CC(=CC=C1)N1C(C=CC=C1)=O)F trans-2-bromo-N-((1r,4r)-4-((5-fluoro-4-(3-(2-oxopyridin-1(2H)-yl)phenyl)pyrimidin-2-yl)amino)cyclohexyl)acetamide